5-(3,5-Dimethoxyphenyl)-1,3,3,5,7-pentamethyloctahydrobenzo[c]isoxazol COC=1C=C(C=C(C1)OC)C1(CC2C(N(OC2(C)C)C)C(C1)C)C